isocyanatotetrafluorophenol N(=C=O)C1=C(C(=C(C(=C1O)F)F)F)F